5-iodo-2-methyl-2H-1,2,3-triazole IC=1C=NN(N1)C